(S)-1-phenyl-3-((1-(4-(trifluoromethyl)phenyl)ethyl)amino)azetidine-3-carbonitrile C1(=CC=CC=C1)N1CC(C1)(C#N)N[C@@H](C)C1=CC=C(C=C1)C(F)(F)F